trans-4-(2-(2-fluorophenyl)imidazo[4,5-d]Pyrrolo[2,3-b]Pyridin-1(6H)-yl)cyclohexanecarbonitrile FC1=C(C=CC=C1)C1=NC=2C(=C3C(=NC2)NC=C3)N1[C@@H]1CC[C@H](CC1)C#N